N2-Benzyl-N5-(4-Chloro-3-(Pyridin-2-Yl)Phenyl)Pyridine-2,5-Dicarboxamide C(C1=CC=CC=C1)NC(=O)C1=NC=C(C=C1)C(=O)NC1=CC(=C(C=C1)Cl)C1=NC=CC=C1